C(C=C)(=O)N1CC(C1)(F)C(N1C2=C(N(C(C1=O)=O)C=1C(=NC=CC1C)C(C)C)N=C(C(=C2)Cl)C2=CC=CC1=CC=CC=C21)([2H])[2H] 1-((1-acryloyl-3-fluoroazetidin-3-yl)methyl-d2)-7-chloro-4-(2-isopropyl-4-methylpyridin-3-yl)-6-(naphthalen-1-yl)-1,4-dihydropyrido[2,3-b]pyrazine-2,3-dione